COC(=O)C1=C(N=C(S1)N(C(=O)C[C@@H](CC(=O)O)NC(=O)C1=CC(=CC=C1)C1=NOC(=N1)C)C)C (3S)-4-{[5-(methoxycarbonyl)-4-methyl-1,3-thiazol-2-yl](methyl)-carbamoyl}-3-{[3-(5-methyl-1,2,4-oxadiazol-3-yl)phenyl]formamido}butanoic acid